FC1=C(C(=C(C(=C1F)O)F)F)S(=O)(=O)[O-] 2,3,5,6-tetrafluoro-4-hydroxybenzenesulfonate